C1=CC=CC=2C3=CC=CC=C3C(C12)COC(=O)N([C@@H](COCC(=O)NC(C)(C)C)C(=O)O)C N-(((9H-fluoren-9-yl)methoxy)carbonyl)-O-(2-(tert-butylamino)-2-oxoethyl)-N-methyl-L-serine